ClC1=NN2C3=C(C=NC2=C1)N(CCC31CC1)C1=CC=C(C=C1)[C@@H](C(F)(F)F)NC (1S)-1-[4-(4-chlorospiro[2,3,7,10-tetrazatricyclo[7.4.0.02,6]trideca-1(9),3,5,7-tetraene-13,1'-cyclopropane]-10-yl)phenyl]-2,2,2-trifluoro-N-methyl-ethanamine